N=C1N(NC=CN1)CC(F)(F)F dihydro-3(s)-imino-2-(1,1,1-trifluoroethyl)-1,2,4-triazine